Diethyl 2-(2-nitro-4-(prop-1-en-2-yl)phenyl)malonate [N+](=O)([O-])C1=C(C=CC(=C1)C(=C)C)C(C(=O)OCC)C(=O)OCC